trans-4-(3-hydroxycyclopentyloxy)-N-(3-((R)-1-(4-methyl-4H-1,2,4-triazol-3-yl)propan-2-yl)phenyl)picolinamide O[C@@H]1C[C@H](CC1)OC1=CC(=NC=C1)C(=O)NC1=CC(=CC=C1)[C@@H](CC1=NN=CN1C)C